N1([C@H](O)[C@H](O)[C@@H](C[S+](CC[C@H](N)C(=O)O)C)O1)N1C=NC=2C(N)=NC=NC12 aza-S-adenosyl-methionine